C(C)(C)OC1=CC=C(C=C1)C1CN(C1)C(=O)N1C[C@@H]2[C@@H](OCC(N2)=O)CC1 (4aR,8aS)-6-[3-(4-isopropoxyphenyl)azetidine-1-carbonyl]-4,4a,5,7,8,8a-hexahydropyrido[4,3-b][1,4]oxazin-3-one